(S)-N2-[1-(4-fluorophenyl)ethyl]-6-[3-(methylsulfonyl)phenyl]-N4-(pyrazin-2-yl)pyrimidine-2,4-Diamine FC1=CC=C(C=C1)[C@H](C)NC1=NC(=CC(=N1)NC1=NC=CN=C1)C1=CC(=CC=C1)S(=O)(=O)C